2-Amino-2-[(1R)-7-bromotetralin-1-yl]acetic Acid Hydrobromide Br.NC(C(=O)O)[C@@H]1CCCC2=CC=C(C=C12)Br